5-methyl-8-(methyl-(4-(trifluoromethyl)phenyl)amino)-6-oxo-5,6-dihydro-1,5-naphthyridine-2-carbonitrile CN1C=2C=CC(=NC2C(=CC1=O)N(C1=CC=C(C=C1)C(F)(F)F)C)C#N